S(CC(=O)OC)CC(=O)OC Dimethyl 2,2'-thiodiacetate